2-bromo-1-(3-(trifluoromethoxy)phenyl)ethane BrCCC1=CC(=CC=C1)OC(F)(F)F